C(C)(C)(C)OC(=O)N[C@H](CCCC(F)(F)C1=NC=CC(=C1)N(C(OC(C)(C)C)=O)C1=CC(=NN1C(C)(C)C)[C@@H]1C[C@@H](CC1)O[Si](C)(C)C(C)(C)C)C tert-butyl (2-((S)-5-((tert-butoxycarbonyl)amino)-1,1-difluorohexyl)pyridin-4-yl)(1-(tert-butyl)-3-((1S,3R)-3-((tert-butyldimethylsilyl)oxy)cyclopentyl)-1H-pyrazol-5-yl)carbamate